(5-bromo-1-(tetrahydro-2H-pyran-4-yl)-1H-benzo[d][1,2,3]triazol-4-yl)methanol BrC1=C(C2=C(N(N=N2)C2CCOCC2)C=C1)CO